2,3-diisopropyl-2-cyano-butanedioic acid-1,4-bis-(2-ethoxyethyl) ester C(C)OCCOC(C(C(C(=O)OCCOCC)C(C)C)(C#N)C(C)C)=O